C[Si](CCOCN1N=CC=2C(=NC=CC21)C=C)(C)C 1-((2-(trimethylsilyl)ethoxy)methyl)-4-vinyl-1H-pyrazolo[4,3-c]pyridine